diperoxyazelaic acid C(CCCCCCCC(=O)OO)(=O)OO